[Na+].[Na+].[Na+].P(C=1C=C(C=CC1)S(=O)(=O)[O-])(C=1C=C(C=CC1)S(=O)(=O)[O-])C=1C=C(C=CC1)S(=O)(=O)[O-] 3,3',3''-phosphinidynetris(benzenesulfonic acid) trisodium salt